tert-butyl (2-{5-[(7R,14R)-1-(difluoromethoxy)-7-methyl-5-oxo-5,6,7,14-tetrahydro-7,14-methanobenzimidazo[1,2-b][2,5]benzodiazocin-11-yl]pyrimidin-2-yl}propan-2-yl)carbamate FC(OC1=CC=CC=2C(N[C@]3(C=4N([C@@H](C21)C3)C3=C(N4)C=CC(=C3)C=3C=NC(=NC3)C(C)(C)NC(OC(C)(C)C)=O)C)=O)F